5-Oxo-2-tetrahydrofurancarboxylate O=C1CCC(O1)C(=O)[O-]